(6-(tert-butoxy)hexyl)dichloro(methyl)silane C(C)(C)(C)OCCCCCC[Si](C)(Cl)Cl